(S)-N-(4-fluorophenyl)-2-(5-phenylthiazol-2-yl)pyrrolidine-1-carboxamide FC1=CC=C(C=C1)NC(=O)N1[C@@H](CCC1)C=1SC(=CN1)C1=CC=CC=C1